Cl.N[C@@H](C(=O)OCC1=CC=CC=C1)C benzyl (2R)-2-aminopropanoate hydrochloride